1-(2-(2-chloro-4-fluorophenyl)acetyl)-6-methylpiperidine-3-carboxylic acid methyl ester COC(=O)C1CN(C(CC1)C)C(CC1=C(C=C(C=C1)F)Cl)=O